1-(4-(cyclopropylmethyl)benzyl)-N-((3-fluoro-4-methoxypyridin-2-yl)methyl)-3-(methoxymethyl)-1H-pyrazole-4-carboxamide C1(CC1)CC1=CC=C(CN2N=C(C(=C2)C(=O)NCC2=NC=CC(=C2F)OC)COC)C=C1